C1=CC=CC=2C3=CC=CC=C3C(C12)COC(=O)N(CC(=O)N(CC(=O)O)C)C N-(N-(((9H-fluoren-9-yl)methoxy)carbonyl)-N-methylglycyl)-N-methylglycine